[Si](C1=CC=CC=C1)(C1=CC=CC=C1)(C(C)(C)C)OC[C@@H]1N(C(C[C@@H]1C1=CC=C(C=C1)CCCCCCCC)=O)C(=O)OC(C)(C)C (2R,3R)-tert-Butyl 2-((tert-butyldiphenylsilyloxy)methyl)-3-(4-octylphenyl)-5-oxopyrrolidine-1-carboxylate